(trans)-2-[[2-[(1-hydroxy-7-methyl-3H-2,1-benzoxaborol-5-yl)amino]-5-methyl-pyrimidin-4-yl]amino]cyclopentanecarbonitrile OB1OCC2=C1C(=CC(=C2)NC2=NC=C(C(=N2)N[C@H]2[C@@H](CCC2)C#N)C)C